1-(2-cyanoethyl)-3-(4-methyl-1,3-dithiolan-2-yl)-4-oxo-4H-pyrido[1,2-a]pyrimidinium C(#N)CC[N+]1=C2N(C(C(=C1)C1SCC(S1)C)=O)C=CC=C2